tert-butyl ((exo-3-(4-bromophenethyl)-3-azabicyclo[3.1.0]hexan-6-yl)methyl)carbamate BrC1=CC=C(CCN2CC3C(C3C2)CNC(OC(C)(C)C)=O)C=C1